C(#N)C1=C(C=CC(=N1)C(=O)NC)N1CCN(CC1)CC1=CC=2NC(N(C(C2S1)=O)C)=O 6-cyano-N-methyl-5-(4-((3-methyl-2,4-dioxo-1,2,3,4-tetrahydrothieno[3,2-d]pyrimidin-6-yl)methyl)piperazin-1-yl)picolinamide